NC1=C(C(=O)NCC)C=C(C=N1)C1=C(C=C(C=C1)NC([C@H](O)C1=CC(=CC(=C1)F)F)=O)C (R)-2-amino-5-(4-(2-(3,5-difluorophenyl)-2-hydroxyacetamido)-2-methylphenyl)-N-ethylnicotinamide